ClC=1C=C(C=C(C1)F)OC(=O)N1CC(C(C12CCCC2)O)(F)F.COC2N(C1=CC=CC=C1C2(C)OC)C(C)=O 1-(2,3-dimethoxy-3-methylindol-1-yl)ethan-1-one 3-chloro-5-fluorophenyl-3,3-difluoro-4-hydroxy-1-azaspiro[4.4]nonane-1-carboxylate